2,8-dimethyl-1,9-nonanediol CC(CO)CCCCCC(CO)C